(R)-2-(3-(isoxazol-4-yl)phenyl)-N-((R)-phenyl((R)-1,2,3,4-tetrahydropyrido[2,3-b]pyrazin-3-yl)methyl)propan-1-amine O1N=CC(=C1)C=1C=C(C=CC1)[C@H](CN[C@@H]([C@H]1CNC2=C(N1)N=CC=C2)C2=CC=CC=C2)C